C(C)S=C([C@@H](N)CS)O S-ethylthiocysteine